3-(6-(4-Amino-7H-pyrrolo[2,3-d]pyrimidin-5-yl)-1-(2,5-difluorophenyl)hex-3,5-diyn-1-yl)-1-methylpyridin-2(1H)-one NC=1C2=C(N=CN1)NC=C2C#CC#CCC(C2=C(C=CC(=C2)F)F)C=2C(N(C=CC2)C)=O